9-[(2S)-2-[(tert-butoxycarbonyl)-amino]-4-carbamoylbutoxy]non-7-ynoic acid C(C)(C)(C)OC(=O)N[C@H](COCC#CCCCCCC(=O)O)CCC(N)=O